CN1N=C(C=2C1=NN=C(C2)C=2C(NC(NC2)=O)=O)OC(C)C2=CC=NC=C2 5-[1-methyl-3-[1-(4-pyridyl)ethoxy]pyrazolo[3,4-c]pyridazin-5-yl]-1H-pyrimidine-2,4-dione